Cl.FC1=C(C=CC(=C1F)OC)C1=CN=C2N1C=CN=C2NC2=CC(=C(C(=O)N1CCN(CC1)C(=O)[C@H]1NC(CC1)(C)C)C=C2)C (S)-(4-(4-((3-(2,3-difluoro-4-methoxy-phenyl)imidazo[1,2-a]pyrazin-8-yl)amino)-2-methylbenzoyl)piperazin-1-yl)(5,5-dimethylpyrrolidin-2-yl)methanone hydrochloride